C(C=C)(=O)OCCN(CCOC(C=C)=O)CCOC(C=C)=O tri(acryloyloxyethyl)amine